1H-2-benzopyran-1,3(4H)-dione C1(OC(CC2=C1C=CC=C2)=O)=O